BrC1=CC=C(C=C1)C=1C(=NC=NC1OCCO)NS(=O)(=O)N [5-(4-bromophenyl)-6-[(2-hydroxyethyl)oxy]pyrimidin-4-yl]azan-sulfonamide